BrC1=NC(=C(C(=N1)N[C@@H]1[C@H](C2CCC1CC2)C(=O)OCC)F)C=2SC(=CC2)F (2S,3S)-ethyl 3-((2-bromo-5-fluoro-6-(5-fluorothiophen-2-yl)pyrimidin-4-yl)amino)bicyclo[2.2.2]octane-2-carboxylate